(S)-1-acetyl-3-methoxy-N-(6-(5-methyl-6,7-dihydro-5H-pyrrolo[1,2-a]imidazol-3-yl)pyridin-2-yl)-1H-pyrazole-4-carboxamide C(C)(=O)N1N=C(C(=C1)C(=O)NC1=NC(=CC=C1)C1=CN=C2N1[C@H](CC2)C)OC